FC1(CN(CC=C1OS(=O)(=O)C(F)(F)F)C(=O)OC(C)(C)C)F Tert-butyl 3,3-difluoro-4-(trifluoromethanesulfonyloxy)-2,6-dihydropyridine-1-carboxylate